FC(COC(C(C(F)(F)F)(OC(F)(F)F)F)(F)F)(F)F perfluoro-2-methoxy-propyl trifluoroethyl ether